C(C(C)C)(=O)[O-].C(C(C)C)(=O)[O-].C(C(C)C)(=O)[O-].[Mn+3] manganese triisobutyrate